(4-hydroxy-3-nitro-phenyl) acetate C(C)(=O)OC1=CC(=C(C=C1)O)[N+](=O)[O-]